[P].[Cu].[Ag].NC1=NC=C(C=N1)C#CC=1C=C(C(=O)N[C@@H]2[C@H](C[C@H](C2)OC(F)(F)F)O)C=CC1OC(F)F 3-[2-(2-Aminopyrimidin-5-yl)ethynyl]-4-(difluoromethoxy)-N-[(1S,2S,4S)-2-hydroxy-4-(trifluoromethoxy)cyclopentyl]benzamide silver-copper phosphorus